1-Isobutyl-2-(6-trifluoromethoxy-benzothiazol-2-ylamino)-1H-benzoimidazole-5-carboxylic acid C(C(C)C)N1C(=NC2=C1C=CC(=C2)C(=O)O)NC=2SC1=C(N2)C=CC(=C1)OC(F)(F)F